CN(CCCNS(=O)(=O)C1=CC=C(C=C1)F)C N-(3-(dimethylamino)propyl)-4-fluorobenzenesulfonamide